CO[C@@H](C=1C=C(C=CC1)N1C(C2=CC(=CC(=C2C1)C(F)(F)F)CNC1(CCC1)C)=O)C1=NN=CN1C (S)-2-(3-(methoxy(4-methyl-4H-1,2,4-triazol-3-yl)methyl)phenyl)-6-(((1-methylcyclobutyl)amino)methyl)-4-(trifluoromethyl)isoindolin-1-one